2-(9-(pyridine-2-yl)-6-oxaspiro[4.5]decane-9-yl)acetonitrile N1=C(C=CC=C1)C1(CCOC2(CCCC2)C1)CC#N